C(CCC)C1=NC=2C(=C(N=NC2N)OC(C)C)N1CC1=CC=C(C=C1)CNCCCCCC 2-butyl-1-(4-((hexylamino)methyl)benzyl)-7-isopropoxy-1H-imidazo[4,5-d]pyridazin-4-amine